C(CCCCCCC)C(C(C(C(=O)O)(CCCCCCCC)CCCCCCCC)(C(=O)O)O)C(=O)O trioctyl-(2-hydroxypropane-1,2,3-tricarboxylic acid)